(3-chloro-1-(methylthio)naphthalen-2-yl)boronic acid ClC=1C(=C(C2=CC=CC=C2C1)SC)B(O)O